C1=CC2=C(C3=C(C=CC=N3)C=C2)N=C1 o-Phenanthrolin